1,8b-dihydroxy-3a-(4-hydroxyphenyl)-N,6,8-trimethoxy-3-phenyl-2,3-dihydro-1H-cyclopenta[b]benzofuran-2-carboxamide OC1C(C(C2(OC3=C(C21O)C(=CC(=C3)OC)OC)C3=CC=C(C=C3)O)C3=CC=CC=C3)C(=O)NOC